3-(3-methoxyphenyl)-N,N,2-trimethylpentan-1-amine COC=1C=C(C=CC1)C(C(CN(C)C)C)CC